(4-(bis(4-methoxybenzyl)amino)-2-butoxyimidazo[2,1-f][1,2,4]triazin-7-yl)(4-(piperidin-1-ylmethyl)phenyl)methanol COC1=CC=C(CN(C2=NC(=NN3C2=NC=C3C(O)C3=CC=C(C=C3)CN3CCCCC3)OCCCC)CC3=CC=C(C=C3)OC)C=C1